BrC1=CC2=C(NC(=N2)C2CC2)C=C1 5-bromo-2-cyclopropyl-1H-1,3-benzodiazole